3,3,3-trifluoropropyldimethylmonochlorosilane FC(CC[Si](Cl)(C)C)(F)F